1-[trans-4-(Pyridin-2-yloxy)cyclohexyl]-8-(trifluoromethyl)-4H-[1,2,4]triazolo[4,3-a][1]benzazepin-5(6H)-on N1=C(C=CC=C1)O[C@@H]1CC[C@H](CC1)C1=NN=C2N1C1=C(CC(C2)=O)C=C(C=C1)C(F)(F)F